5-oxo-2,8-diazaspiro[3.5]nonane-2-carboxylic acid tert-butyl ester C(C)(C)(C)OC(=O)N1CC2(C1)C(CCNC2)=O